pentathiolic acid S1(SSSS1)C(=O)O